C(C)(C)C1(CCCCC1)O 1-isopropyl-1-cyclohexanol